OCC1CN(CC1)CC1=C2C(=NC(=C1)C=1C=C3CN(C(C3=CC1)=O)C1C(NC(CC1)=O)=O)N(C=C2)C 3-(5-(4-((3-(hydroxymethyl)pyrrolidin-1-yl)methyl)-1-methyl-1H-pyrrolo[2,3-b]pyridin-6-yl)-1-oxoisoindolin-2-yl)piperidine-2,6-dione